3-hydroxy-quinazoline-2,4-dione ON1C(NC2=CC=CC=C2C1=O)=O